N,N-dimethyl-3-(1-methyl-1H-imidazol-4-yl)-1-(4-(trifluoromethyl)phenyl)-1H-indole-5-sulfonamide CN(S(=O)(=O)C=1C=C2C(=CN(C2=CC1)C1=CC=C(C=C1)C(F)(F)F)C=1N=CN(C1)C)C